COC1=CC=C(C=C1)SC=1C=C2C(=CNC2=CC1)C1CCN(CC1)CCCCC 5-(4-methoxyphenyl)thio-3-(1-pentylpiperidin-4-yl)-1H-indole